5-(dimethylamino)pentanoic acid ethyl ester C(C)OC(CCCCN(C)C)=O